NC1CCN(CC1)C1=C(C=C(NC2C(NC(CC2)=O)=O)C=C1)F 3-[4-(4-Amino-1-piperidyl)-3-fluoro-anilino]piperidine-2,6-dione